BrC=1C=C(C=CC1)C(C(=O)NC1=CC=C(C=C1)C1=CC2=C(N=CN=C2N2CCOCC2)N1COCC[Si](C)(C)C)(C)C 2-(3-bromophenyl)-2-methyl-N-{4-[4-(morpholin-4-yl)-7-{[2-(trimethylsilyl)ethoxy]methyl}-7H-pyrrolo[2,3-d]pyrimidin-6-yl]phenyl}propanamide